5-[3-[[(4S)-1-[(3-aminophenyl)methylsulfonyl]-2,2-dimethyl-4-piperidyl]amino]-2-fluoro-phenyl]-3-(carboxymethoxy)-4-chloro-thiophene-2-carboxylic acid NC=1C=C(C=CC1)CS(=O)(=O)N1C(C[C@H](CC1)NC=1C(=C(C=CC1)C1=C(C(=C(S1)C(=O)O)OCC(=O)O)Cl)F)(C)C